CN(CCC1=C(C2=C(C=NC=3OC(C4C5CCC(CN4C(=N1)C23)N5C(=O)[O-])C)F)C)C 17-[2-(dimethylamino)ethyl]-14-fluoro-9,16-dimethyl-10-oxa-2,12,18,20-tetrazapentacyclo[9.7.1.14,7.02,8.015,19]icosa-1(18),11(19),12,14,16-pentaene-20-carboxylate